(R*)-12-(5-(1H-indol-5-yl)-1H-imidazol-2-yl)-7-chloro-8-fluoro-13,14-dihydro-2H-spiro[benzo[5,6]azocino[4,3-g]indolizine-3,1'-cyclopropane]-1,10(4H,12H)-dione N1C=CC2=CC(=CC=C12)C1=CN=C(N1)C1CN2C(CC3(CC3)[C@@H]2C2=C1C=1C(=C(C=NC2)Cl)C(=CC(C1)=O)F)=O |o1:22|